ClC=1C=C(C2=C(N1)N(N=C2C)C2COC2)C=O 6-chloro-3-methyl-1-(oxetan-3-yl)-1H-pyrazolo[3,4-b]pyridine-4-carbaldehyde